(2S,4R)-N-[(S)-(3-chloro-4-cyclopropylphenyl)(phenyl)methyl]-4-fluoro-1-[2-(1H-1,2,3-triazol-5-yl)acetyl]pyrrolidine-2-carboxamide ClC=1C=C(C=CC1C1CC1)[C@@H](NC(=O)[C@H]1N(C[C@@H](C1)F)C(CC1=CN=NN1)=O)C1=CC=CC=C1